tert-Butyl (S)-3-(1H-imidazol-4-yl)-1-oxo-1-((S)-2-((S)-1-phenyl-2-(pyridin-2-yl)ethylcarbamoyl)pyrrolidin-1-yl)propan-2-ylcarbamate N1C=NC(=C1)C[C@@H](C(N1[C@@H](CCC1)C(N[C@@H](CC1=NC=CC=C1)C1=CC=CC=C1)=O)=O)NC(OC(C)(C)C)=O